2-(pyridin-2-yl)-1,3-propanediol N1=C(C=CC=C1)C(CO)CO